1,4-bis(trimethylsilyl)-1,3-butadiene C[Si](C=CC=C[Si](C)(C)C)(C)C